tert-butyl 1-(5-(5-(2,3-dimethylphenyl)-6-methoxy-1H-pyrazolo[4,3-b]pyridin-3-yl)pyridin-2-yl)-4-methylpiperidine-4-carboxylate CC1=C(C=CC=C1C)C1=C(C=C2C(=N1)C(=NN2)C=2C=CC(=NC2)N2CCC(CC2)(C(=O)OC(C)(C)C)C)OC